C(C1=CC=CC=C1)N1C2(CC2)CCC1CO (4-benzyl-4-azaspiro[2.4]heptan-5-yl)methanol